NC1=C(C(=NN1C(C)C)C1=CC=C(C=C1)C(C(=O)NC1=NOC(=C1)C(C)(CC(F)(F)F)C)=C)C#N 2-[4-(5-Amino-4-cyano-1-isopropylpyrazol-3-yl)phenyl]-N-[5-(4,4,4-trifluoro-2-methylbutan-2-yl)-1,2-oxazol-3-yl]propenamide